CS(=O)(=O)OC1=C(O[C@@](C1=O)([2H])C1=CC=C(C=C1)Cl)N (S)-2-amino-5-(4-chlorophenyl)-4-oxo-4,5-dihydrofuran-3-yl-5-d methanesulfonate